1,1,1,2-tetrafluoro-3-chloropentane FC(C(C(CC)Cl)F)(F)F